FC1=CC=C(C=C1)C(=O)C=1N=C(NC1)C1=CC(=C(C(=C1)OC)OC)OC (4-fluorophenyl)(2-(3,4,5-trimethoxyphenyl)-1H-imidazol-4-yl)methanone